({[(2R,3S,4R,5R)-5-{2-chloro-6-[(2-methoxy-1-phenylethyl)amino]-9H-purin-9-yl}-3,4-dihydroxyoxocyclopent-2-yl]methoxy}methyl)phosphonic acid ClC1=NC(=C2N=CN(C2=N1)[C@@H]1[C@H]([C@H]([C@H](C1=O)COCP(O)(O)=O)O)O)NC(COC)C1=CC=CC=C1